anilinobenzoxazine N(C1=CC=CC=C1)C=1NOC2=C(C1)C=CC=C2